2,4,5-trifluoro-3-methoxybenzoyl chloride FC1=C(C(=O)Cl)C=C(C(=C1OC)F)F